ethyl 5-propyl-1H-pyrazole-3-carboxylate C(CC)C1=CC(=NN1)C(=O)OCC